C(C)(C)(C)C=1C=C(CN(C(CN(S(=O)(=O)C2=C(C(=C(C(=C2F)F)F)F)F)CC2=C(C=C(C=C2)F)OC)=O)C2=C(C=C(C(=O)O)C=C2)OC)C=C(C1)C1CC1 4-(N-(3-(tert-butyl)-5-cyclopropylbenzyl)-2-(N-(4-fluoro-2-methoxybenzyl)-(2,3,4,5,6-pentafluoro-phenyl)sulfonamido)acetamido)-3-methoxybenzoic acid